CC1=CC=C(C=N1)C=O 6-Methyl-pyridine-3-carbaldehyde